CC1(OB(OC1(C)C)C1=CC=2C3(C4=CC=CC=C4C2C=C1)CCCC3)C 4,4,5,5-tetramethyl-2-(spiro[cyclopentane-1,9'-fluoren]-2'-yl)-1,3,2-dioxaborolane